2-(cyclopentylamino)-N-(4-(methylsulfonyl)but-3-en-2-yl)-4-phenoxypyrimidine-5-carboxamide C1(CCCC1)NC1=NC=C(C(=N1)OC1=CC=CC=C1)C(=O)NC(C)C=CS(=O)(=O)C